Lithium 1-((2-(tert-butoxycarbonyl)-1,2,3,4-tetrahydroisoquinolin-6-yl)methyl)-1H-1,2,3-triazole-4-carboxylate C(C)(C)(C)OC(=O)N1CC2=CC=C(C=C2CC1)CN1N=NC(=C1)C(=O)[O-].[Li+]